C(C)(=O)O.N1CCCC=C1 tetrahydropyridine acetate